(S,E)-7-(Dimethylamino)-1-((1-((6-neopentyl-9H-purin-8-yl)methyl)-2-oxo-1,2-dihydropyridin-3-yl)amino)-1,7-dioxohept-5-en-2-yl-dimethylcarbamat CN(C(/C=C/CC[C@H](C(=O)NC=1C(N(C=CC1)CC=1NC2=NC=NC(=C2N1)CC(C)(C)C)=O)CN(C([O-])=O)C)=O)C